4-((9-isopropyl-2-methyl-9H-purin-6-yl)amino)piperidine-1-carboxylic acid (3-fluoroazetidine-3-yl)methyl ester FC1(CNC1)COC(=O)N1CCC(CC1)NC1=C2N=CN(C2=NC(=N1)C)C(C)C